[SiH2]1[SiH2][SiH2][SiH2][SiH2]1 cycloPenta-silan